(2S,5R)-2-(N-(N-Ethylsulfamoyl)carbamimidoyl)-7-oxo-1,6-diazabicyclo[3.2.1]octan-6-yl hydrogen sulfate S(=O)(=O)(ON1[C@@H]2CC[C@H](N(C1=O)C2)C(NS(NCC)(=O)=O)=N)O